C1=C(C=C(C(=C1Cl)O)Cl)C[C@@H](C(=O)O)N The molecule is a chloroamino acid that is L-tyrosine carrying chloro- substituents at positions C-3 and C-5 of the benzyl group. It is a dihalogenated L-tyrosine, a dichlorobenzene, a non-proteinogenic L-alpha-amino acid and a chloroamino acid.